ClC=1C=CC(=C(C1)C1=NN(C=C1NC(OC(C)(C)C)=O)C)OC tert-butyl 3-(5-chloro-2-methoxyphenyl)-1-methyl-1H-pyrazol-4-ylcarbamate